NN1C(=NC(=C1C(=O)N)C1=CC=C(C=C1)C(NC1=NC=CC(=C1)I)=O)[C@H]1NCCCC1 (S)-1-amino-4-(4-((4-iodopyridin-2-yl)carbamoyl)phenyl)-2-(piperidin-2-yl)1H-imidazole-5-carboxamide